3-methylene-phenol C=C1CC(=CC=C1)O